ClC1=C(C=CC=C1)CCNC1=CC(=NC=N1)C1=CC(=CS1)OCC 5-{6-[2-(2-Chloro-phenyl)-ethylamino]-pyrimidin-4-yl}-3-ethoxy-thiophene